N(C(=N)N)CC(C(=O)O)(F)F 3-carbamimidamido-2,2-difluoropropanoic acid